N-[1-(3-nitrophenyl)ethyl]-2,6-dimethylaniline [N+](=O)([O-])C=1C=C(C=CC1)C(C)NC1=C(C=CC=C1C)C